ethoxy-propanol C(C)OC(CC)O